6-amino-2-Boc-2-azaspiro[3.3]heptane NC1CC2(CN(C2)C(=O)OC(C)(C)C)C1